P(=O)(OCCOC(C(=C)C)=O)(OCCOC(C(=C)C)=O)O di(methacryloyloxyethyl) hydrogen phosphate